Tricine sodium dodecyl-sulfate C(CCCCCCCCCCC)OS(=O)(=O)[O-].[Na+].N(CC(=O)O)C(CO)(CO)CO